10-(methylamino)-1,2,4,6,7,8,9,10-octahydro-5H-pyrano[3,4-c]quinolin-5-one CNC1C=2C3=C(C(NC2CCC1)=O)COCC3